C(C)(C)(C)OC(=O)N1[C@@H]2[C@H](NC[C@H]1CC2)[C@H](C(F)F)O.C(C)C2=CC=CC=C2 p-ethyl-benzene Tert-butyl-(1S,2S,5R)-2-((R)-2,2-difluoro-1-hydroxyethyl)-3,8-diazabicyclo[3.2.1]octane-8-carboxylate